5-bromo-N-[3-(dimethylamino)propyl]thiophene-3-carboxamide BrC1=CC(=CS1)C(=O)NCCCN(C)C